2-(1-methyl-1H-pyrazol-4-yl)-3-oxo-6-[4-(trifluoromethoxy)phenyl]-2,3,4,5-tetrahydropyridazine-4-carboxylic acid methyl ester COC(=O)C1C(N(N=C(C1)C1=CC=C(C=C1)OC(F)(F)F)C=1C=NN(C1)C)=O